CC1=CC(C(CC1)C(=C)C)C1=C(C=C(C=C1OC1=CC=CC=C1)CCCCC)O 2-(3-Methyl-6-prop-1-en-2-ylcyclohex-2-en-1-yl)-5-pentyl-3-phenoxyphenol